2-methylindol-6-ol CC=1NC2=CC(=CC=C2C1)O